3-methoxy-4-{[3-(4-{[1-(1-methylpiperidin-4-yl)piperidin-4-yl]amino}-1-(2,2,2-trifluoroethyl)-1H-indol-2-yl)prop-2-yn-1-yl]amino}benzamide COC=1C=C(C(=O)N)C=CC1NCC#CC=1N(C2=CC=CC(=C2C1)NC1CCN(CC1)C1CCN(CC1)C)CC(F)(F)F